(1S,2R)-2-(6-ethoxypyridin-3-yl)-1-(2-methoxy-5-methylphenyl)-N-(2-methylquinoline-5-sulfonyl)cyclopropane-1-carboxamide C(C)OC1=CC=C(C=N1)[C@@H]1[C@](C1)(C(=O)NS(=O)(=O)C=1C=2C=CC(=NC2C=CC1)C)C1=C(C=CC(=C1)C)OC